CC1(C(C(=CC2(CN(CCO2)C(=O)C2=C(C=NC=C2)C(F)(F)F)C1)C#N)=O)C 10,10-dimethyl-9-oxo-4-[3-(trifluoromethyl)pyridine-4-carbonyl]-1-oxa-4-azaspiro[5.5]undec-7-ene-8-carbonitrile